N1CC(=CC1)C1=CC=C(C=N1)C=1C=2N(C=C(C1)OCC(C)(C)O)N=CC2C#N 4-(6-(2,5-Dihydro-1H-pyrrol-3-yl)pyridin-3-yl)-6-(2-hydroxy-2-methylpropoxy)pyrazolo[1,5-a]pyridine-3-carbonitrile